C1(CC1)NCC1CN(C1)C(=O)C=1C=C(CC2=NNC(C3=CC=CC=C23)=O)C=CC1F 4-(3-(3-((cyclopropylamino)methyl)azetidine-1-carbonyl)-4-fluorobenzyl)phthalazin-1(2H)-one